O[C@@H]1[C@@H]([C@H]([C@@]2(OC3=C([C@@]21O)C(=CC(=C3)OC)OC)C3=CC=C(C=C3)OC)C3=CC=CC=C3)C(=O)O |r| rac-(1R,2R,3S,3aR,8bS)-1,8b-dihydroxy-6,8-dimethoxy-3a-(4-methoxyphenyl)-3-phenyl-2,3,3a,8b-tetrahydro-1H-cyclopenta[b]benzofuran-2-carboxylic acid